C(C)(C)(C)C1=C(NC=2C(C=C(C(C2)=O)NC2=C(C=C(C=C2C(C)(C)C)C(C)(C)C)C(C)(C)C)=O)C(=CC(=C1)C(C)(C)C)C(C)(C)C 2,5-di(2,4,6-tri-tert-butyl-anilino)-1,4-benzoquinone